C(C)OC1=NC(=NC=C1C(=O)OCC)SC ethyl 4-ethoxy-2-(methyl sulfanyl)pyrimidine-5-carboxylate